2-(1-(3-isopropylphenyl)cyclopropyl)-5,6,7,8-tetrahydropyrido[4,3-d]pyrimidin-4(3H)-one C(C)(C)C=1C=C(C=CC1)C1(CC1)C=1NC(C2=C(N1)CCNC2)=O